tert-butyl ((1-(3-bromo-2,6-difluorophenyl)-3-methyl-1H-1,2,4-triazol-5-yl)methyl)(methyl)carbamate BrC=1C(=C(C(=CC1)F)N1N=C(N=C1CN(C(OC(C)(C)C)=O)C)C)F